methyl 2-(4-methoxybenzyl)-5-(7-(2-(4-methoxybenzyl)-2H-1,2,3-triazol-4-yl)-9H-fluoren-2-yl)-2H-1,2,3-triazole-4-carboxylate COC1=CC=C(CN2N=C(C(=N2)C(=O)OC)C2=CC=3CC4=CC(=CC=C4C3C=C2)C2=NN(N=C2)CC2=CC=C(C=C2)OC)C=C1